(S)-4-(3-(6-chloroquinolin-2-yloxy)pyrrolidin-1-yl)biphenyl-3-amine ClC=1C=C2C=CC(=NC2=CC1)O[C@@H]1CN(CC1)C1=C(C=C(C=C1)C1=CC=CC=C1)N